C(C)OC(=O)C=1[C@@H](N=C(NC1CN1C[C@H]2[C@@](CC1)(C(NC2)=O)F)C=2SC=CN2)C2=C(C(=CC=C2)F)C (S)-6-(((3aS,7aS)-7a-fluoro-1-oxooctahydro-5H-pyrrolo[3,4-c]pyridin-5-yl)methyl)-4-(3-fluoro-2-methylphenyl)-2-(thiazol-2-yl)-1,4-dihydropyrimidine-5-carboxylic acid ethyl ester